CC1=C(C=C(C=C1)NC(=O)N2CC2)NC(=O)N3CC3 N,4-diaminotoluene